C(C1=CC=CC=C1)N1N=CC(=C1C)C(CN1C(C(=CC(=C1)C=C)F)=O)=O 1-(2-(1-benzyl-5-methyl-1H-pyrazol-4-yl)-2-oxoethyl)-3-fluoro-5-vinylpyridin-2(1H)-one